cyclohexyl-(4-(((2r,3r,4r,5s)-3,4,5-trihydroxy-2-(hydroxymethyl)piperidin-1-yl)methyl)piperidin-1-yl)methanone C1(CCCCC1)C(=O)N1CCC(CC1)CN1[C@@H]([C@H]([C@@H]([C@H](C1)O)O)O)CO